(S)-1-((oxetan-2-yl)methyl)-2-((7-((pyridazin-3-yl)methoxy)-3,4-dihydroisoquinolin-2(1H)-yl)methyl)-1H-benzo[d]imidazole-6-carboxylic acid O1[C@@H](CC1)CN1C(=NC2=C1C=C(C=C2)C(=O)O)CN2CC1=CC(=CC=C1CC2)OCC=2N=NC=CC2